CC1=CN=C(S1)/C=C/C=O (E)-3-(5-methylthiazol-2-yl)propenal